N1(N=CC=C1)C1=CC=C(C=C1)C1C(CC1)=NO (4-(1H-pyrazol-1-yl)phenyl)cyclobutane-1-one oxime